bis[bis(trifluoromethane sulfonyl) imide] zinc [Zn+2].[N-](S(=O)(=O)C(F)(F)F)S(=O)(=O)C(F)(F)F.[N-](S(=O)(=O)C(F)(F)F)S(=O)(=O)C(F)(F)F